ethyl 4-(2-cyanoacetamido)benzoate C(#N)CC(=O)NC1=CC=C(C(=O)OCC)C=C1